5-(1-phenylethoxycarbonylamino)oxazol C1(=CC=CC=C1)C(C)OC(=O)NC1=CN=CO1